BrC1=NN2C(NC3=C(C2=O)C2(CCN(CC2)C(=O)OC(C)(C)C)C[C@H]3C)=N1 |r| (rac)-tert-butyl 2-bromo-5-methyl-8-oxo-4,5,6,8-tetrahydrospiro[cyclopenta[d][1,2,4]triazolo[1,5-a]pyrimidine-7,4'-piperidine]-1'-carboxylate